S1C=NC2=C1C=CC(=C2)C=2C=C1C(=NC2C(CC2=CC(=CC(=C2)F)F)N)C=NN1COCC[Si](C)(C)C 1-(6-(benzo[d]thiazol-5-yl)-((2-(trimethylsilyl)ethoxy)methyl)-1H-pyrazolo[4,3-b]pyridin-5-yl)-2-(3,5-difluorophenyl)ethan-1-amine